C(C)(C)(C)OC(NC1COC2(C1)CCN(CC2)S(=O)(=O)C2=CC1=C(OCCN1C)N=C2)=O (8-((1-methyl-2,3-dihydro-1H-pyrido[2,3-b][1,4]oxazin-7-yl)sulfonyl)-1-oxa-8-azaspiro[4.5]dec-3-yl)carbamic acid (R)-tert-butyl ester